C(CCC)([O-])[O-].[Ti+4].C(CCC)([O-])[O-] titanium butanediolate